2-ethyl-N,N-bis(2-ethylhexyl)-1-hexylamine C(C)C(CN(CC(CCCC)CC)CC(CCCC)CC)CCCC